6-methyl-N-(4-(3-methylbutanoyl)piperazin-1-yl)-2-(5-methylfuran-2-yl)quinoline-4-carboxamide CC=1C=C2C(=CC(=NC2=CC1)C=1OC(=CC1)C)C(=O)NN1CCN(CC1)C(CC(C)C)=O